BrC1=CC(=C(COC2=NSC(=C2C(N)=O)NC2=CC=C(C=N2)N2CCN(CC2)C(=O)OC(C)(C)C)C(=C1)F)F tert-Butyl 4-(6-((3-((4-bromo-2,6-difluorobenzyl)oxy)-4-carbamoylisothiazol-5-yl)amino)pyridin-3-yl)piperazine-1-carboxylate